hydroxyethylsilane OCC[SiH3]